CC(C(C)=O)=CC1C(=CCCC1(C)C)C 3-methyl-4-(2,6,6-tri-methyl-2-cyclohexen-1-yl)-3-buten-2-one